3-(endo-6-((7-((5-methyl-1H-pyrazol-3-yl)amino)-1,6-naphthyridin-5-yl)amino)-3-azabicyclo[3.1.0]hexane-3-yl)propionitrile CC1=CC(=NN1)NC1=NC(=C2C=CC=NC2=C1)NC1C2CN(CC12)CCC#N